[N+](=O)([O-])C1=C(C#N)C=C(C=C1)OC1=CC=C(C=C1)C(F)(F)F Nitro-5-(4-(trifluoromethyl)phenoxy)benzonitrile